COC(OC)OC tri-methoxymethane